N-(2,4-difluoro-3-(7-fluoro-3-(1H-imidazol-2-yl)-1H-indazol-6-yl)phenyl)-5-fluoro-2-methylpyridine-3-sulfonamide FC1=C(C=CC(=C1C1=CC=C2C(=NNC2=C1F)C=1NC=CN1)F)NS(=O)(=O)C=1C(=NC=C(C1)F)C